methyl 5-cyclobutylpyridazine-3-carboxylate C1(CCC1)C=1C=C(N=NC1)C(=O)OC